2-{6-[(3R)-3-(propan-2-yl)piperazin-1-yl]pyridazin-3-yl}-5-(1H-pyrazol-4-yl)pyridin-3-ol CC(C)[C@@H]1CN(CCN1)C1=CC=C(N=N1)C1=NC=C(C=C1O)C=1C=NNC1